C(C)(C)(C)OC(NCCN1CCNCC1)=O (2-piperazin-1-yl-ethyl)-carbamic acid tert-butyl ester